NCC1CCC(CC1)CNC(=N)C=1C=C2CCCOC2=CC1 (R)-6-(N-(((1r,4R)-4-(aminomethyl)cyclohexyl)methyl)carbamimidoyl)chroman